FC(C(=O)O)(F)F.CN1CCN(CC1)C=1C=C(C=CC1)SC1=C(N=NN1)C(=O)O 5-((3-(4-methylpiperazin-1-yl)phenyl)thio)-1H-1,2,3-triazole-4-carboxylic acid 2,2,2-trifluoroacetate